C1(CC1)C=1C=C(OC=2C(=C(N=NC2)O)C(=O)OC)C=CC1 methyl 5-(3-cyclopropylphenoxy)-3-hydroxy-pyridazine-4-carboxylate